N=1C=C(N2C1C=NC=C2)CN2CCC1=CC=C(C=C21)C(=O)NC2=CC(=C(C=C2)OC2CCN(CC2)C)C(F)(F)F 1-(imidazo[1,2-a]pyrazin-3-ylmethyl)-N-(4-((1-methylpiperidin-4-yl)oxy)-3-(trifluoromethyl)phenyl)indoline-6-carboxamide